BrC1=CC=NC2=C1N=C(N=C2)SC 8-bromo-2-(methylsulfanyl)pyrido[3,2-d]pyrimidine